1-(2,2-difluoroethyl)-N-[4-[(6,7-dimethoxy-1,5-naphthyridin-4-yl)oxy]phenyl]-5-(4-fluoro-2-methylphenyl)-6-methyl-4-oxopyridine-3-carboxamide FC(CN1C=C(C(C(=C1C)C1=C(C=C(C=C1)F)C)=O)C(=O)NC1=CC=C(C=C1)OC1=CC=NC2=CC(=C(N=C12)OC)OC)F